4-((5-(3-((tert-butyldimethylsilyl)oxy)propyl)-5H-pyrrolo[3,2-d]pyrimidin-4-yl)oxy)-3-fluoroaniline [Si](C)(C)(C(C)(C)C)OCCCN1C=CC=2N=CN=C(C21)OC2=C(C=C(N)C=C2)F